3-(2-aminoethyl)-3-aminopropyltriethoxysilane NCCC(CC[Si](OCC)(OCC)OCC)N